4-(6-(4-(pyridin-2-yloxy)piperidin-1-yl)pyridin-3-yl)-6-(2-(pyrrolidin-1-yl)ethoxy)pyrazolo[1,5-a]pyridine-3-carbonitrile N1=C(C=CC=C1)OC1CCN(CC1)C1=CC=C(C=N1)C=1C=2N(C=C(C1)OCCN1CCCC1)N=CC2C#N